BrC1NC=CC1 2-bromo-dihydropyrrole